1-(1-cyclobutyl-2,2,2-trifluoroethyl)-3-[[2-(difluoro-methoxy)pyridin-4-yl]methyl]urea C1(CCC1)C(C(F)(F)F)NC(=O)NCC1=CC(=NC=C1)OC(F)F